oxo-7'-(4-phenoxyphenyl)-1',4'-dihydro-2'H-spiro[pyrrolidine-3,3'-quinoline]-1-carbonitrile O=C1NC2=CC(=CC=C2CC12CN(CC2)C#N)C2=CC=C(C=C2)OC2=CC=CC=C2